2-[[3-(6-chloropyrimidin-4-yl)-5-(1-methylcyclopropoxy)indazol-2-yl]methoxy]ethyl-trimethyl-silane ClC1=CC(=NC=N1)C=1N(N=C2C=CC(=CC12)OC1(CC1)C)COCC[Si](C)(C)C